(2S,3R)-3-[2-[2,6-Dichloro-4-(1-methylpyrazol-4-yl)benzoyl]-3,4-dihydro-1H-isoquinolin-5-yl]-2-methylpentanoic acid ClC1=C(C(=O)N2CC3=CC=CC(=C3CC2)[C@@H]([C@@H](C(=O)O)C)CC)C(=CC(=C1)C=1C=NN(C1)C)Cl